C(C)(C)(C)OC(=O)NCCC(=O)NCC1=CC=C(C=C1)C=1SC=C(N1)C(=O)N[C@@H](CO[Si](C)(C)C(C)(C)C)C(=O)OC methyl N-(2-(4-((3-((tert-butoxycarbonyl)amino)propanamido)methyl)phenyl)thiazole-4-carbonyl)-O-(tert-butyldimethylsilyl)-L-serinate